C(C)OC(=O)C1=C(N=C(S1)NC1=NC(=CC(=N1)NCC1=CC=C(C=C1)S(N)(=O)=O)CO)C 4-methyl-2-[4-(4-sulfamoyl-benzylamino)-6-hydroxymethyl-pyrimidin-2-ylamino]-thiazole-5-carboxylic acid ethyl ester